2-{4-[(9R)-9-hydroxy-2-(3-hydroxy-3-methylbutyloxy)-9-(trifluoromethyl)-9H-fluoren-4-yl]-1H-pyrazol-1-yl}-2-methylpropanamide O[C@@]1(C2=CC=CC=C2C=2C(=CC(=CC12)OCCC(C)(C)O)C=1C=NN(C1)C(C(=O)N)(C)C)C(F)(F)F